COC(=O)C1=NC(=C(N=C1N)C)C 3-amino-5,6-dimethyl-pyrazine-2-carboxylic acid methyl ester